O=C1C2(C=3C(=NC=CC3)N1)CC1=C(NC(=C1)C(=O)OCC)C2 Ethyl 2'-oxo-1',2',4,6-tetrahydro-1H-spiro[cyclopenta[b]pyrrole-5,3'-pyrrolo[2,3-b]pyridine]-2-carboxylate